syn-Benzyl (7-oxabicyclo[4.1.0]heptan-3-yl)carbamate C12CC(CCC2O1)NC(OCC1=CC=CC=C1)=O